N-{[5-(methoxymethyl)cyclohex-1,4-dien-1-yl]methylene}hydroxylamine COCC1=CCC=C(C1)C=NO